diethylene glycol bis(ortho-chlorobenzyl)fumarate ClC1=C(C\C(=C(/C(=O)O)\CC2=C(C=CC=C2)Cl)\C(=O)O)C=CC=C1.C(COCCO)O